C1N(CCC2=CC=CC=C12)C1C(CN(CC1)C(=O)[O-])=O 4-(3,4-dihydroisoquinolin-2(1H)-yl)-3-oxopiperidine-1-carboxylate